CC1=NNC(=C1)NC=1C2=C(N=C(N1)N1CCC(CC1)C(=O)O)NC=C2 1-(4-((3-methyl-1H-pyrazol-5-yl)amino)-7H-pyrrolo[2,3-d]pyrimidin-2-yl)piperidine-4-carboxylic acid